C(C)N(S(=O)(=O)C1=CC2=C(OC(O2)(F)F)C=C1)[C@@H](C(F)(F)F)C1=CC=C(C=C1)F (R)-N-ethyl-2,2-difluoro-N-(2,2,2-trifluoro-1-(4-fluorophenyl)ethyl)benzo[d][1,3]dioxole-5-sulfonamide